methyl 5-((9-cyclopentyl-7,7-difluoro-5-methyl-6-oxo-6,7,8,9-tetrahydro-5H-pyrimido[4,5-b][1,4]diazepin-2-yl)amino)-4-methoxypicolinate C1(CCCC1)N1C2=C(N(C(C(C1)(F)F)=O)C)C=NC(=N2)NC=2C(=CC(=NC2)C(=O)OC)OC